CNS(=O)(=O)CC1CCC(CC1)NC1=C2C(=NC=C1C(=O)OCCC)NC=C2 propyl 4-(((1R,4R)-4-((N-methylsulfamoyl)methyl)cyclohexyl)amino)-1H-pyrrolo[2,3-b]pyridine-5-carboxylate